9H-fluoren-9-ylmethyl (2S,4R)-2-[[(1S)-2-amino-2-oxo-1-[[(3S)-2-oxopyrrolidin-3-yl]methyl]ethyl]carbamoyl]-4-methylsulfanyl-pyrrolidine-1-carboxylate NC([C@H](C[C@H]1C(NCC1)=O)NC(=O)[C@H]1N(C[C@@H](C1)SC)C(=O)OCC1C2=CC=CC=C2C=2C=CC=CC12)=O